N1(CCCC1)C=O (pyrrolidine-1-yl)methanone